N(=[N+]=[N-])CC1=NN(N=C1I)C 4-(azidomethyl)-5-iodo-2-methyl-2H-1,2,3-triazole